C(C1=CC=CC=C1)N1CC2=C(N(C(N(C2=O)CC2=CC=C(C=C2)Cl)=O)C(C)C)CC1 6-Benzyl-3-(4-chlorobenzyl)-1-isopropyl-5,6,7,8-tetrahydropyrido[4,3-d]pyrimidine-2,4(1H,3H)-dione